FC=1C=CC(=C(C1)C1CCN(CC1)[C@@H]1COC2(CNC2)C1)OCC1CCOCC1 (S)-7-(4-(5-fluoro-2-((tetrahydro-2H-pyran-4-yl)methoxy)phenyl)piperidin-1-yl)-5-oxa-2-azaspiro[3.4]octane